COC1=CC2=C(N(C(=N2)C=2N=C3N(C=CC(=C3)C#N)C2NC)C)C=C1 2-(5-methoxy-1-methyl-1H-1,3-benzodiazol-2-yl)-3-(methylamino)imidazo[1,2-a]pyridine-7-carbonitrile